CNCCCNCCC(=O)O 3-((3-(methylamino)propyl)amino)propanoic acid